octyldodecyl stearoyloxystearate (octyldodecyl stearyl stearate) C(CCCCCCC)C(C(C(=O)O)(CCCCCCCCCCCCCCCCCC)CCCCCCCCCCCC)CCCCCCCCCCCCCCC.C(CCCCCCCCCCCCCCCCC)(=O)OC(C(=O)OC(CCCCCCCCCCC)CCCCCCCC)CCCCCCCCCCCCCCCC